N1=CC(=CC=C1)C1=CC=C(C=C1)C1=CNC2=NC=C(C=C21)C=2C=CC1=C(CC[C@H](CC1)N1C3COCC1C3)C2 6-[(7S)-2-{3-[4-(Pyridin-3-yl)phenyl]-1H-pyrrolo[2,3-b]pyridin-5-yl}-6,7,8,9-tetrahydro-5H-benzo[7]annulen-7-yl]-3-oxa-6-azabicyclo[3.1.1]heptane